OC1CCN(CC1)C(=O)OCCN1C[C@@H](CCC1)NC=1N=NC(=C(C1C)C)C1=C(C=C(C=C1)C(F)(F)F)O (R)-2-(3-((6-(2-Hydroxy-4-(trifluoromethyl)phenyl)-4,5-dimethylpyridazin-3-yl)amino)piperidin-1-yl)ethyl 4-hydroxypiperidine-1-carboxylate